[Ca].O=C1CCCC(C1C(CC)=O)=O 3,5-dioxo-4-propionyl-cyclohexane calcium